COC1=CC=C(C=C1)NC(=O)N1CCCCN2[C@H]([C@@H]([C@@H]2C1)C1=CC=C(C=C1)C#CC1=CC=CC=C1)CNC (8R,9S,10R)-N-(4-methoxyphenyl)-10-((methylamino)methyl)-9-(4-(phenylethynyl)phenyl)-1,6-diazabicyclo[6.2.0]decane-6-carboxamide